(11-isopropyl-1,9-diazatricyclo[6.3.1.04,12]dodeca-2,4,6,8(12)-tetraen-2-yl)methanol C(C)(C)C1CNC=2C=CC=C3C=C(N1C32)CO